ethyl (1S,4R)-4-[[[3-(3,5-difluorophenyl)-5-Methoxy-4H-1,2-oxazol-5-yl]carbonyl]amino]cyclopent-2-ene-1-carboxylate FC=1C=C(C=C(C1)F)C1=NOC(C1)(OC)C(=O)N[C@H]1C=C[C@H](C1)C(=O)OCC